5-vinylpyrimidine C(=C)C=1C=NC=NC1